C(N)(=O)C1=C(C=CC(=C1)F)NC(C)C=1C=C(C=C2C(N(C=3N(C12)C=NC3C(=O)O)C)=O)C 9-(1-((2-carbamoyl-4-fluorophenyl)amino)ethyl)-4,7-dimethyl-5-oxo-4,5-dihydroimidazo[1,5-a]quinazoline-3-carboxylic acid